2-(Bis(4-methoxybenzyl)amino)-4-((1-hydroxyhexan-3-yl)amino)pyridin COC1=CC=C(CN(C2=NC=CC(=C2)NC(CCO)CCC)CC2=CC=C(C=C2)OC)C=C1